C1=CC=CC=2C3=CC=CC=C3C(C12)COC(=O)N[C@H](C(=O)O)CC=1C=NC(=CC1)N1CCN(CC1)S(=O)(=O)C (S)-2-((((9H-fluoren-9-yl)methoxy)carbonyl)amino)-3-(6-(4-(methylsulfonyl)piperazin-1-yl)pyridin-3-yl)propanoic acid